C(CCNCCN)NCCN N1,N1'-(propane-1,3-diyl)bis(ethane-1,2-diamine)